C[S@@](=O)CCCCCCCCCCCC (R)-dodecyl methyl sulfoxide